4,4'-(4,10-bis(tert-butoxycarbonyl)-1,4,7,10-tetraazacyclododecane-1,7-diyl)bis(4-oxobutanoic acid) formate C(=O)O.C(C)(C)(C)OC(=O)N1CCN(CCN(CCN(CC1)C(CCC(=O)O)=O)C(=O)OC(C)(C)C)C(CCC(=O)O)=O